FC(C(CC(=O)[O-])O)(F)F 4,4,4-trifluoro-3-hydroxybutanoate